N-[3-chloro-2-(difluoromethoxy)phenyl]-4-{[(3-{[(2S)-3,3-dimethyloxetan-2-yl]methoxy}pyridin-4-yl)methyl]amino}-2-oxo-1,2,5,6-tetrahydropyridine-3-carbothioamide ClC=1C(=C(C=CC1)NC(=S)C=1C(NCCC1NCC1=C(C=NC=C1)OC[C@H]1OCC1(C)C)=O)OC(F)F